((S)-1-(2-(((S)-1-cyclopropylethyl)carbamoyl)-4-(3,5-difluorophenyl)-5-methylpyridin-3-yl)-3-methylpyrrolidin-3-yl)carbamic acid tert-butyl ester C(C)(C)(C)OC(N[C@@]1(CN(CC1)C=1C(=NC=C(C1C1=CC(=CC(=C1)F)F)C)C(N[C@@H](C)C1CC1)=O)C)=O